COC=1C=C(C(=O)NCC#CC#C[Si](C)(C)C)C=CC1[N+](=O)[O-] 3-methoxy-4-nitro-N-[5-(trimethylsilyl)penta-2,4-diyn-1-yl]benzamide